N1=CC(=NC=C1)O Pyrazin-3-ol